FC1=C(C(=CC(=C1)NCC1=CC=C(C=C1)C(F)(F)F)F)NC(CCCCCC)=O N-(2,6-difluoro-4-((4-(trifluoromethyl)benzyl)amino)phenyl)heptanamide